2'-Fluoro-2-methyl-4'-(2-oxo-3,6-dihydro-2H-1,3,4-oxadiazin-5-yl)[1,1'-biphenyl]-4-carbonitrile FC1=C(C=CC(=C1)C1=NNC(OC1)=O)C1=C(C=C(C=C1)C#N)C